ClC=1C(=CC(=C(C1)S(=O)(=O)N(C1=NC=NC=C1)CC1=C(C=C(C=C1)OC)OC)F)N[C@@H](CC)C1=C(C=CC=C1)Cl (S)-5-chloro-4-((1-(2-chlorophenyl)propyl)amino)-N-(2,4-dimethoxybenzyl)-2-fluoro-N-(pyrimidin-4-yl)benzenesulfonamide